[2,3,5,6-tetrafluoro-4-(methoxymethyl)phenyl]methyl (1R,3S)-3-(2,2-dichloroethenyl)-2,2-dimethylcyclopropane-carboxylate ClC(=C[C@H]1C([C@@H]1C(=O)OCC1=C(C(=C(C(=C1F)F)COC)F)F)(C)C)Cl